N1C(=NC=C1)CC1N(CCCC1)C1(CC=C(C=C1)C1=CC=C(C=C1)C(F)F)C=O 4-((1H-imidazol-2-ylmethyl)piperidin-1-yl)(4'-(difluoromethyl)-[1,1'-biphenyl]-4-yl)methanone